[O-]S(=O)(=O)C(F)(F)F.C[N+]1=CN(C=C1)S(=O)(=O)C=1C=NC(=CC1)N1N=CC(=C1)C 1-methyl-3-[6-(4-methylpyrazol-1-yl)pyridin-3-ylsulfonyl]imidazol-1-ium triflate